CC(CC(=O)OC[C@H]1O[C@H]([C@]([C@@H]1OC(CC1=CC=CC=C1)=O)(C)F)N1C2=NC(=NC(=C2N=C1)NC)N)C [(2R,3R,4R,5R)-5-[2-amino-6-(methylamino) purin-9-yl]-4-fluoro-4-methyl-3-[(2-phenylacetyl)oxy]oxolan-2-yl]methyl 3-methylbutanoate